FC1(CC(C1)(C)CN1N=C(C(=C1C(=O)NC1=CC(=NC=C1)S(=O)(=N)C)C(F)(F)F)C1(C(C1)F)F)F 1-((3,3-difluoro-1-methylcyclobutyl)methyl)-3-(1,2-difluorocyclopropyl)-N-(2-(S-methylsulfonimidoyl)pyridin-4-yl)-4-(trifluoromethyl)-1H-pyrazole-5-carboxamide